Cl.ClC1=CC=C(C(C2=CC=CC=C2)OCCN2CCCCC2)C=C1 1-[2-[(4-chloro-alpha-phenyl-benzyl)oxy]ethyl]piperidine hydrochloride